(2S)-2-(4-chlorophenoxy)-N-(3,3-difluorocyclobutoxy)propanamide ClC1=CC=C(O[C@H](C(=O)NOC2CC(C2)(F)F)C)C=C1